ClC1=C2C3(C(N(C2=C(C=C1)F)C1=C(C=NN1C)I)=O)CC3 chloro-7'-fluoro-1'-(4-iodo-1-methyl-1H-pyrazol-5-yl)spiro[cyclopropan-1,3'-indolin]-2'-one